C(C)C(C=C)(CCC=C(C)CC)O (3,7-diethyl)Octan-1,6-dien-3-ol